FC(C=1C=CC=2N(N1)C(=CN2)C2=CC(=NC=N2)N2CC(C1=CC=CC=C21)C(=O)N)F 1-(6-(6-(difluoromethyl)imidazo[1,2-b]pyridazin-3-yl)pyrimidin-4-yl)indoline-3-carboxamide